(1s,4s)-methyl 4-((4-((1H-indazol-5-yl)ethynyl)-[2,4'-bipyrimidin]-2'-yl)amino)cyclohexanecarboxylate N1N=CC2=CC(=CC=C12)C#CC1=NC(=NC=C1)C1=NC(=NC=C1)NC1CCC(CC1)C(=O)OC